N-[(2RS)-1-chloro-3-(2,4-dimethylphenyl)propan-2-yl]-3-[3-(trifluoromethyl)phenoxy]quinoline-4-carboxamide ClC[C@@H](CC1=C(C=C(C=C1)C)C)NC(=O)C1=C(C=NC2=CC=CC=C12)OC1=CC(=CC=C1)C(F)(F)F |r|